4-hydroxyphenyl(α-naphthylmethyl)methylsulfonium hexafluorophosphate F[P-](F)(F)(F)(F)F.OC1=CC=C(C=C1)[S+](C)CC1=CC=CC2=CC=CC=C12